tert-butyl (R)-3,4-dichloro-1-((R)-3-methylmorpholino)-12-oxo-6a,7,9,10-tetrahydro-12H-pyrazino[2,1-c]pyrido[3,4-f][1,4]oxazepine-8(6H)-carboxylate ClC1=C(C2=C(C(N3[C@@H](CO2)CN(CC3)C(=O)OC(C)(C)C)=O)C(=N1)N1[C@@H](COCC1)C)Cl